nonylphenyl ether C(CCCCCCCC)OC1=CC=CC=C1